C(C1=CC=CC=C1)N(C(=O)N[C@H](C(N[C@H](C=O)C[C@H]1C(NCC1)=O)=O)CC(C)C)C1CCN(CC1)C(=O)OC(C)(C)C Tert-butyl 4-(1-benzyl-3-((S)-4-methyl-1-oxo-1-(((S)-1-oxo-3-((S)-2-oxopyrrolidin-3-yl)propan-2-yl)amino)pentan-2-yl)ureido)piperidine-1-carboxylate